C1=CC=C2C(=C1)C=C(C(=O)O2)Cl Chlorocoumarin